tert-butyl (2R,3S,4S)-3-{[(2-bromoethyl)carbamoyl]oxy}-4-[(tert-butoxycarbonyl)oxy]-2-[(4-methoxyphenyl)methyl]pyrrolidine-1-carboxylate BrCCNC(=O)O[C@H]1[C@H](N(C[C@@H]1OC(=O)OC(C)(C)C)C(=O)OC(C)(C)C)CC1=CC=C(C=C1)OC